zinc-barium [Ba].[Zn]